N-(4-((4-phenethyl-4-phenylpiperidin-1-yl)methyl)phenyl)acetamide methyl-2-(4-(difluoromethylene)piperidin-1-yl)-5-methyl-4-nitrobenzoate COC(C1=C(C=C(C(=C1)C)[N+](=O)[O-])N1CCC(CC1)=C(F)F)=O.C(CC1=CC=CC=C1)C1(CCN(CC1)CC1=CC=C(C=C1)NC(C)=O)C1=CC=CC=C1